({1-[(2,2,6,6-tetramethylcyclohexyl)carbamoyl]ethyl}carbamoyl)propanoic acid CC1(C(C(CCC1)(C)C)NC(=O)C(C)NC(=O)C(C(=O)O)C)C